(E)-4-styryl-N,N-dimethylaniline C(=C\C1=CC=CC=C1)/C1=CC=C(N(C)C)C=C1